4-((2-cyano-4-fluorophenyl)thio)-6-(6-(dimethylamino)pyridin-3-yl)pyrazolo[1,5-a]pyridine-3-carbonitrile C(#N)C1=C(C=CC(=C1)F)SC=1C=2N(C=C(C1)C=1C=NC(=CC1)N(C)C)N=CC2C#N